F[C@H]1CN(CC1)C(=O)C12CC3(CC(CC(C1)C3)C2)NC(=O)C2=NC(=CC=C2)C 6-Methyl-pyridine-2-carboxylic acid [3-((R)-3-fluoro-pyrrolidine-1-carbonyl)-adamantan-1-yl]-amide